2,3-difluoroisonicotinonitrile FC=1C(=C(C#N)C=CN1)F